((3-(3,6-dihydro-2H-pyran-4-yl)thiophen-2-yl)methyl)(methyl)carbamic acid tert-butyl ester C(C)(C)(C)OC(N(C)CC=1SC=CC1C=1CCOCC1)=O